C(C1=CC=CC=C1)O[C@@H]1[C@@H](OC)O[C@@H]([C@H]([C@@H]1OCC1=CC=CC=C1)OCC1=CC=CC=C1)C=CP(OCC)OCC Methyl 2,3,4-tri-O-benzyl-6-deoxy-6-diethoxyphosphinomethylene-alpha-D-mannopyranoside